(S)-5-(4-chloro-2-fluorophenyl)-2,3-dimethyl-7-(3-(pyridin-3-yl)pyrrolidin-1-yl)pyrido[4,3-d]pyrimidin-4(3H)-one ClC1=CC(=C(C=C1)C1=NC(=CC=2N=C(N(C(C21)=O)C)C)N2C[C@@H](CC2)C=2C=NC=CC2)F